1,2,3-tris(4-cyanatophenyl)propane O(C#N)C1=CC=C(C=C1)CC(CC1=CC=C(C=C1)OC#N)C1=CC=C(C=C1)OC#N